N1,N10-Bis(2-(2,6-dioxopiperidin-3-yl)-1-oxoisoindolin-4-yl)decanediamide O=C1NC(CCC1N1C(C2=CC=CC(=C2C1)NC(CCCCCCCCC(=O)NC1=C2CN(C(C2=CC=C1)=O)C1C(NC(CC1)=O)=O)=O)=O)=O